COC1=CC=C(\C=C/2\C(C3=CC=CC=C3CC2)=O)C=C1 (E)-2-(4-methoxybenzylidene)-3,4-dihydronaphthalen-1(2H)-one